1-(4-chlorophenyl)cyclopentanecarboxylic acid ClC1=CC=C(C=C1)C1(CCCC1)C(=O)O